(6-deoxy-alpha-L-mannopyranosyl)-D-glucose [C@@H]1([C@H](O)[C@H](O)[C@@H](O)[C@@H](O1)C)C(=O)[C@H](O)[C@@H](O)[C@H](O)[C@H](O)CO